4-(4-nitrobenzoyloxyl)-2,2,6,6-tetramethylpiperidine [N+](=O)([O-])C1=CC=C(C(=O)OC2CC(NC(C2)(C)C)(C)C)C=C1